5-(8-chloro-4-methylquinazolin-6-yl)-4-(5-methylfuran-2-yl)pyrimidin-2-amine ClC=1C=C(C=C2C(=NC=NC12)C)C=1C(=NC(=NC1)N)C=1OC(=CC1)C